N1,N4-dimethyl-N1,N4-bis(2-(piperidin-4-yl)ethyl)terephthalamide CN(C(C1=CC=C(C(=O)N(CCC2CCNCC2)C)C=C1)=O)CCC1CCNCC1